NC=1C(NC(N(N1)C1=CC(=C(C(=C1)C)CC1=CNC(C(=C1)C(C)C)=O)C)=O)=O 6-amino-2-(4-((5-isopropyl-6-oxo-1,6-dihydropyridin-3-yl)methyl)-3,5-dimethylphenyl)-1,2,4-triazine-3,5(2H,4H)-dione